C(#N)C1=C(N)C(=CC=C1)Cl 2-cyano-6-chloroaniline